(6bR,10aS)-8-(2-methoxyphenethyl)-1,2,6b,7,8,9,10,10a-octahydro-[1,4]oxazino[2,3,4-hi]pyrido[4,3-b]indole COC1=C(CCN2C[C@@H]3[C@@H](N4C5=C(C=CC=C35)OCC4)CC2)C=CC=C1